ClC=1C=C(C=CC1)C1=NC(=C(C(=O)OC)C=C1)C methyl 6-(3-chloro-phenyl)-2-methyl-nicotinate